CS(=O)(=O)C1=CC=C(C)C=C1 4-methylsulfonyltoluene